N5-[2-(4,4-difluoro-1-piperidyl)phenyl]-N2,N2-dimethylthiazole-2,5-disulfonamide FC1(CCN(CC1)C1=C(C=CC=C1)NS(=O)(=O)C1=CN=C(S1)S(=O)(=O)N(C)C)F